C1(=CC(=CC=C1)/C=C/C(=O)N(C1=CC=CC=C1)S(=O)(=O)C)C1=CC=CC=C1 (E)-3-([1,1'-biphenyl]-3-yl)-N-(methylsulfonyl)-N-phenylacrylamide